5-chloro-2-(difluoromethoxy)-3-(4-methyl-5-(2,3,6-trifluorophenyl)-4H-1,2,4-triazol-3-yl)pyridine ClC=1C=C(C(=NC1)OC(F)F)C1=NN=C(N1C)C1=C(C(=CC=C1F)F)F